C(CCC)OC(=O)NC1=CC=C2C(=N1)C(=CN2)C2CCN(C=C2)CCC 5-butoxycarbonylamino-3-(1-propyl-1,2,3,4-tetrahydropyridin-4-yl)pyrrolo[3,2-b]pyridine